5-oxo-2-((S)-4-oxopyrrolidine-2-carboxamido)hexanediamide O=C(CCC(C(=O)N)NC(=O)[C@H]1NCC(C1)=O)C(=O)N